1-[3-isocyano-3-(4-methylbenzenesulfonyl)-5-(4-methylphenyl)pentyl]-4-methylbenzene [N+](#[C-])C(CCC1=CC=C(C=C1)C)(CCC1=CC=C(C=C1)C)S(=O)(=O)C1=CC=C(C=C1)C